C(CC(O)(C(=O)O)CC(=O)O)(=O)O.C1(CC(C(CC1)C(C)C)O)C.C1(CC(C(CC1)C(C)C)O)C.C1(CC(C(CC1)C(C)C)O)C trimenthol citrate